NC([C@H](C[C@H]1C(NC2(CC2)C1)=O)NC([C@H](CC1CC1)NC(=O)C=1NC2=C(C=CC(=C2C1)F)F)=O)=O N-[(1S)-2-[[(1S)-2-amino-2-oxo-1-[[(6R)-5-oxo-4-azaspiro[2.4]heptan-6-yl]methyl]ethyl]amino]-1-(cyclopropylmethyl)-2-oxo-ethyl]-4,7-difluoro-1H-indole-2-carboxamide